ClC1=C(C=CC(=C1)OCC=1C(=NOC1C1CC1)C1=C(C=CC=C1Cl)Cl)C1CC(=NO1)C1=CC(=NN1CC)C(=O)OC methyl 5-(5-(2-chloro-4-((5-cyclopropyl-3-(2,6-dichlorophenyl) isoxazol-4-yl) methoxy) phenyl)-4,5-dihydroisoxazol-3-yl)-1-ethyl-1H-pyrazole-3-carboxylate